FC(OC1=C(C=C(C=C1)OC1=CC=C(C=C1)C(N(C)C)=O)C1=NN(C=C1NC(=O)C=1C=NN2C1N=CC=C2)C)F N-[3-[2-(difluoromethoxy)-5-[4-(dimethylcarbamoyl)phenoxy]phenyl]-1-methyl-pyrazol-4-yl]pyrazolo[1,5-a]pyrimidine-3-carboxamide